[2H7]glucose O=C([C@](O)([C@@](O)([C@](O)([C@](O)(C(O)([2H])[2H])[2H])[2H])[2H])[2H])[2H]